(1R,2R)-N-[(4S)-chroman-4-yl]-2-[(4,4-diethyl-2-imino-6-oxo-hexahydropyrimidin-1-yl)-(3-pyridyl)methyl]cyclopropanecarboxamide O1CC[C@@H](C2=CC=CC=C12)NC(=O)[C@H]1[C@@H](C1)C(C=1C=NC=CC1)N1C(NC(CC1=O)(CC)CC)=N